CC(CC[C@@H]1C(O[C@@H](C1)C)=O)CC(C)(C)C cis-3-(3,5,5-trimethylhexyl)-5-methyl-dihydro-furan-2-one